4,4,4-trifluoro-1-p-tolylbutane-1,3-dione FC(C(CC(=O)C1=CC=C(C=C1)C)=O)(F)F